C1(CC1)C=1N=NN(C1)C(C(=O)N1C(CC(C1)O)C=1SC2=C(N1)C=C(C=C2)C(F)(F)F)C(C)C 2-(4-cyclopropyl-1H-1,2,3-triazol-1-yl)-1-(4-hydroxy-2-(5-(trifluoromethyl)benzo[d]thiazol-2-yl)pyrrolidin-1-yl)-3-methylbutan-1-one